4-(tert-butyl)cyclohexyl acetate C(C)(=O)OC1CCC(CC1)C(C)(C)C